CN(C/C=C/C(=O)N1CC(C1)C(=O)N1CCC(CC1)N1N=CC(=C1C)C=1C=C(C=2N(C1)N=CC2C#N)OC)C (E)-6-(1-(1-(1-(4-(dimethylamino)but-2-enoyl)azetidine-3-carbonyl)piperidin-4-yl)-5-methyl-1H-pyrazol-4-yl)-4-methoxypyrazolo[1,5-a]pyridine-3-carbonitrile